2-ethynyl-6-isopropyl-5-(8-methyl-[1,2,4]triazolo[1,5-a]pyridin-6-yl)-4H-thieno[3,2-b]pyrrole C(#C)C1=CC=2NC(=C(C2S1)C(C)C)C=1C=C(C=2N(C1)N=CN2)C